NC=1C(=C(C(=C(C(=O)Cl)C1I)I)C(=O)Cl)I 5-amino-2,4,6-triiodo-isophthaloyl chloride